(E)-ethyl 3-(2-(4-(acetoxymethyl)-2-oxabicyclo[2.2.2]octan-1-yl)vinyl)benzoate C(C)(=O)OCC12COC(CC1)(CC2)/C=C/C=2C=C(C(=O)OCC)C=CC2